N-((S)-2-ammonio-6-methacrylamidohexanoyl)-O-methacryloyl-L-serinate [NH3+][C@H](C(=O)N[C@@H](COC(C(=C)C)=O)C(=O)[O-])CCCCNC(C(=C)C)=O